C12(CC(C1)C2)N2[C@@H](C=1NC3=CC=CC=C3C1C[C@H]2C)C2=CC=C(C=N2)N2CC(C2)N 1-(6-((1S,3R)-2-(bicyclo[1.1.1]pentan-1-yl)-3-methyl-2,3,4,9-tetrahydro-1H-pyrido[3,4-b]indol-1-yl)pyridin-3-yl)azetidin-3-amine